Methyl 3-(4-bromo-3-(3-bromo-2-oxopropyl)-1H-pyrazol-1-yl)propanoate BrC=1C(=NN(C1)CCC(=O)OC)CC(CBr)=O